rel-N-{(3S,4R)-7-methyl-6-oxo-4-[({(1s,4S)-4-[2-(trifluoromethyl)phenyl]cyclohexyl}oxy)methyl]-1,3,4,6-tetrahydro-2H-quinolizin-3-yl}methanesulfonamide CC=1C(N2[C@H]([C@H](CCC2=CC1)NS(=O)(=O)C)COC1CCC(CC1)C1=C(C=CC=C1)C(F)(F)F)=O |o1:4,5|